1-[5-[(1S)-1-(2,2-difluoro-1,3-benzodioxol-5-yl)ethoxy]-3-pyridyl]-3-(trifluoromethyl)-5,6-dihydro-4H-indazol-7-one FC1(OC2=C(O1)C=CC(=C2)[C@H](C)OC=2C=C(C=NC2)N2N=C(C=1CCCC(C21)=O)C(F)(F)F)F